9-Fluoro-8-(6-fluoro-1H-indol-4-yl)-1,4,4-trimethyl-6-(trifluoromethyl)-5H-[1,2,4]triazolo[4,3-a]quinoxaline FC=1C(=CC(=C2NC(C=3N(C12)C(=NN3)C)(C)C)C(F)(F)F)C3=C1C=CNC1=CC(=C3)F